4-((4-(1-cyclopentyl-1H-1,2,3-triazol-4-yl)-5-fluoropyrimidin-2-yl)amino)benzenesulfonamide C1(CCCC1)N1N=NC(=C1)C1=NC(=NC=C1F)NC1=CC=C(C=C1)S(=O)(=O)N